2-{2,6-Difluoro-4-[(3S)-3-fluoro-pyrrolidine-1-sulfonyl]phenyl}-4-methylquinoline-7-carboxylic acid FC1=C(C(=CC(=C1)S(=O)(=O)N1C[C@H](CC1)F)F)C1=NC2=CC(=CC=C2C(=C1)C)C(=O)O